C(C=C)OCC(CS(=O)(=O)[O-])O.[Na+].NC=1C2=C(N=CN1)N(C(=C2C2=CC(=C(C=C2)NC2=NC=CC=N2)OC)C2=CC=C(C=C2)NC(C=C)=O)C N-(4-(4-amino-5-(3-methoxy-4-(pyrimidin-2-ylamino)phenyl)-7-methyl-7H-pyrrolo[2,3-d]pyrimidin-6-yl)phenyl)acrylamide sodium 3-allyloxy-2-hydroxy-1-propansulfonate